C1(CC1)C=1C=[N+](C=C(C1)NC(C1=C(C=C(C(=C1)Cl)Cl)OC1=CC=C(C=C1)OC(F)(F)F)=O)[O-] 3-cyclopropyl-5-(4,5-dichloro-2-(4-(trifluoromethoxy)phenoxy)benzoylamino)pyridine 1-oxide